(2,3,4,5-tetrafluorophenyl)boric acid FC1=C(C=C(C(=C1F)F)F)OB(O)O